C(CCC)(=O)N 1-butanoic acid amide